1-[3-(4-chlorophenyl)-1,2,4-oxadiazol-5-yl]cyclopropane-1-carboxamide ClC1=CC=C(C=C1)C1=NOC(=N1)C1(CC1)C(=O)N